(S)-tert-butyl (1-(5-(7-methoxy-2-methylquinolin-6-yl)oxazol-2-yl)but-3-en-1-yl)carbamate COC1=C(C=C2C=CC(=NC2=C1)C)C1=CN=C(O1)[C@H](CC=C)NC(OC(C)(C)C)=O